(methyl)-4-nitrobenzene-1,2-diamine CC1=C(C(=CC=C1[N+](=O)[O-])N)N